C(C)NC(=O)NC1=NC=NC(=C1F)CC1CCN(CC1)C=1C(=NC(=CC1)N1N=CC=C1)C 1-ethyl-3-(5-fluoro-6-((1-(2-methyl-6-(1H-pyrazol-1-yl)pyridin-3-yl)piperidin-4-yl)methyl)pyrimidin-4-yl)urea